C(C)OC(=O)C=1NC=C(C1)NC(=O)OC(C)(C)C 4-((tert-Butoxycarbonyl)amino)-1H-pyrrole-2-carboxylic acid ethyl ester